NCC1=CC=C(C=C1)N1C(=NC=2C1=NC(=CC2)N2N=CC=C2)C=2C(=NC=CC2)N 3-(3-(4-(aminomethyl)phenyl)-5-(1H-pyrazol-1-yl)-3H-imidazo[4,5-b]pyridin-2-yl)pyridin-2-amine